(5-acetylthiazol-2-yl)-N,N-dimethylformamide C(C)(=O)C1=CN=C(S1)C(=O)N(C)C